2-acrylamido-2-methyl-propane sodium [Na].C(C=C)(=O)NC(C)(C)C